4,4,4-Trifluoro-1-(6-(methyl(7H-pyrrolo[2,3-d]pyrimidin-4-yl)amino)-2-azaspiro[3.3]heptan-2-yl)butan-1-on FC(CCC(=O)N1CC2(C1)CC(C2)N(C=2C1=C(N=CN2)NC=C1)C)(F)F